Cl.BrC=1C=CC=C2C(=NC=NC12)N[C@H](CN1CCNCC1)C 8-bromo-N-[(2S)-1-piperazin-1-ylprop-2-yl]quinazolin-4-amine hydrochloride